1-[3-(4-Chloro-2-methyl-2H-pyrazol-3-yl)-4-(2-dimethylamino-ethoxy)-phenyl]-3-(2,4-difluoro-phenyl)-urea ClC1=C(N(N=C1)C)C=1C=C(C=CC1OCCN(C)C)NC(=O)NC1=C(C=C(C=C1)F)F